5,7-difluoro-3-(1-methylpiperidin-3-yl)-1H-indole FC=1C=C2C(=CNC2=C(C1)F)C1CN(CCC1)C